The molecule is a phosphatidylcholine 36:3 in which the acyl groups at positions 1 and 2 are specified as octadecanoyl and (5Z,8Z,11Z)-icosatrienoyl respectively. It derives from an octadecanoic acid and a (5Z,8Z,11Z)-icosatrienoic acid. CCCCCCCCCCCCCCCCCC(=O)OC[C@H](COP(=O)([O-])OCC[N+](C)(C)C)OC(=O)CCC/C=C\\C/C=C\\C/C=C\\CCCCCCCC